[C@@H](C)(CC)OC=1C(=CC=2C(N1)=NN(C2)C21COC(C2)(C1)CF)C(=O)NC=1C(N(C=CC1)C1CC1)=O (R)-6-(sec-Butoxy)-N-(1-cyclopropyl-2-oxo-1,2-dihydropyridin-3-yl)-2-(1-(fluoromethyl)-2-oxabicyclo[2.1.1]hex-4-yl)-2H-pyrazolo[3,4-b]pyridine-5-carboxamide